1-(1-(3-(4-(5-fluoropyrimidin-2-yl)piperazin-1-yl)-3-oxopropoxy)propan-2-yl)-5-(4-methoxybenzyl)-3-(trifluoromethyl)-1,5-dihydro-4H-pyrazolo[3,4-d]pyridazin-4-one FC=1C=NC(=NC1)N1CCN(CC1)C(CCOCC(C)N1N=C(C2=C1C=NN(C2=O)CC2=CC=C(C=C2)OC)C(F)(F)F)=O